C1(=CC=CC=C1)C1=C(OCC2=C(C=CC=C2)O)C=CC=C1 (phenylphenoxy)methyl-phenol